9-((3S,4R)-3-fluoro-1-methylpiperidin-4-yl)-7-methyl-2-((7-methylquinolin-6-yl)amino)-7,9-dihydro-8H-purin-8-one F[C@H]1CN(CC[C@H]1N1C2=NC(=NC=C2N(C1=O)C)NC=1C=C2C=CC=NC2=CC1C)C